8-fluoro-6-(1-(6-(3-quinolyl)-1H-imidazo[4,5-b]pyrazin-1-yl)ethyl)quinoline FC=1C=C(C=C2C=CC=NC12)C(C)N1C=NC=2C1=NC(=CN2)C=2C=NC1=CC=CC=C1C2